C1(CC1)NC(C1=C(C=C(C=C1OC)C=1C=NN2C1C=CC(=C2)C(C(=O)NCC)(C)C)OC(F)F)=O N-cyclopropyl-2-(difluoromethoxy)-4-[6-[2-(ethylamino)-1,1-dimethyl-2-oxo-ethyl]pyrazolo[1,5-a]pyridin-3-yl]-6-methoxy-benzamide